4-((3-(1-cyclopropyl-1H-1,2,4-triazol-3-yl)-5-fluoro-2-methoxyphenyl)amino)-6-((3,5-difluoropyridin-2-yl)amino)-N-ethoxynicotinamide C1(CC1)N1N=C(N=C1)C=1C(=C(C=C(C1)F)NC1=CC(=NC=C1C(=O)NOCC)NC1=NC=C(C=C1F)F)OC